1-[2-({1-[(2-methoxynaphthalen-1-yl)methyl]naphthalen-2-yl}methoxy)ethyl]pyrrolidine COC1=C(C2=CC=CC=C2C=C1)CC1=C(C=CC2=CC=CC=C12)COCCN1CCCC1